COC1=CC=C(C=C1)C1=NOC(=N1)N1CCC(CC1)C(=O)O 1-[3-(4-Methoxyphenyl)-1,2,4-oxadiazol-5-yl]piperidine-4-carboxylic acid